C[C@H]1N(C[C@@H](NC1)C)C(=O)OC(C)(C)C t-butyl (2R,5S)-2,5-dimethylpiperazin-1-carboxylate